cyclobutyl-(2-(piperidin-4-ylamino)-5H-pyrrolo[2,3-b]pyrazin-7-yl)methanone hydrochloride Cl.C1(CCC1)C(=O)C1=CNC2=NC=C(N=C21)NC2CCNCC2